CN1C(C2=CC=C(C=C2C(=C1)I)Cl)=O 2-methyl-6-chloro-4-iodoisoquinolin-1(2H)-one